O=C1N(CCC(N1)=O)C1=CC(=C(CN2CCC(CC2)N2N=C3C=C(C(=CC3=C2)NC(C2=CN=C(C=C2)C(F)(F)F)=O)OC)C=C1)F N-(2-(1-(4-(2,4-dioxotetrahydropyrimidin-1(2H)-yl)-2-fluorobenzyl)piperidin-4-yl)-6-methoxy-2H-indazol-5-yl)-6-(trifluoromethyl)nicotinamide